(3-methoxypropyl)(methyl)amine COCCCNC